C(C)(C)C=1N=CN(C1)C1=CCC2C3CC=C4C[C@H](CC[C@@]4(C3CC[C@]12C)C)O (3S,10R,13S)-17-(4-isopropyl-1H-imidazol-1-yl)-10,13-dimethyl-2,3,4,7,8,9,10,11,12,13,14,15-dodecahydro-1H-cyclopenta[a]phenanthren-3-ol